COC(C(OC(C)(C)C)OC1=C(N=C2N1C=C(N=C2SC2=CC=CC=C2)C2=CC=CC=C2)CC=2OC=CC2)=O ((2-(furan-2-ylmethyl)-6-phenyl-8-(phenylthio)imidazo[1,2-a]pyrazin-3-yl)oxy)2-(tert-butoxy)acetic acid methyl ester